FC1=C2C=C(NC2=CC=C1OC1=CC=NC2=CC(=C(C=C12)OC)OCC1CC(C1)N)C 3-(((4-((4-fluoro-2-methyl-1H-indol-5-yl)oxy)-6-methoxyquinolin-7-yl)oxy)methyl)cyclobutylamine